((3S,5R)-3-azido-5-(5-methyl-2,4-dioxo-3,4-dihydropyrimidin-1(2H)-yl)tetrahydrofuran-2,2-diyl)bis(methylene) di-benzoate C(C1=CC=CC=C1)(=O)OCC1(O[C@H](C[C@@H]1N=[N+]=[N-])N1C(NC(C(=C1)C)=O)=O)COC(C1=CC=CC=C1)=O